C(#N)C1(CCNCC1)CN1N=CC(=C1)N1C(SC=C1)C=1C=NNC1 N-{1-[(4-cyanopiperidin-4-yl)methyl]-1H-pyrazol-4-yl}-2-(1H-pyrazol-4-yl)-1,3-thiazole